O=C1NC(CCC1N1C(C2=CC=C(C=C2C1)CN(C1CCN(CC1)C1=C(C=C(C=C1)NC(C1=CC(=C(C=C1)C)C#CC1=CN=C2N1N=CC=C2)=O)C(F)(F)F)C)=O)=O N-(4-(4-(((2-(2,6-dioxopiperidin-3-yl)-1-oxoisoindolin-5-yl)methyl)(methyl)amino)piperidin-1-yl)-3-(trifluoromethyl)phenyl)-3-(imidazo[1,2-b]pyridazin-3-ylethynyl)-4-methylbenzamide